BrC1=CC=C2C=CC(=NC2=C1)N(N)C 1-(7-bromo-2-quinolyl)-1-methylhydrazine